phenyl-2-morpholino-1-propanone C1(=CC=CC=C1)C(C(C)N1CCOCC1)=O